5-Chloro-N4-(3-[N-(1,1-dimethylethyl)sulfamoyl]phenyl)-N2-[4-(4-methylpiperazin-1-yl)phenyl]pyrimidine-2,4-diamine ClC=1C(=NC(=NC1)NC1=CC=C(C=C1)N1CCN(CC1)C)NC1=CC(=CC=C1)S(NC(C)(C)C)(=O)=O